dimethyl benzyl-malonate C(C1=CC=CC=C1)C(C(=O)OC)C(=O)OC